pyridin-3-yl-pyrido[3,4-d]pyrimidin-4(3H)-one N1=CC(=CC=C1)C=1NC(C2=C(N1)C=NC=C2)=O